FC1=C(C=CC(=C1)OC(F)(F)F)C1=CC(=CC=2NC=NC21)C(=O)OC methyl 4-(2-fluoro-4-(trifluoromethoxy) phenyl)-1H-benzo[d]imidazole-6-carboxylate